[Na+].Cl(=O)(=O)(=O)[O-].[Na+].Cl(=O)(=O)(=O)[O-] sodium perchlorate sodium salt